(R)-2-(1-(6-(5-(((4-(1H-pyrazol-1-yl)pyrimidin-2-yl)oxy)methyl)-1-methyl-1H-1,2,3-triazol-4-yl)-2-ethylpyridin-3-yl)piperidin-3-yl)acetic acid N1(N=CC=C1)C1=NC(=NC=C1)OCC1=C(N=NN1C)C1=CC=C(C(=N1)CC)N1C[C@H](CCC1)CC(=O)O